C(C)(=O)OC\C=C/COC(C)=O Z-1,4-diacetoxy-2-butene